O1CCC(CC1)NC=1C=C2C(=CN1)NC=C2 N-(Tetrahydro-2H-pyran-4-yl)-1H-pyrrolo[2,3-c]pyridin-5-amine